C(C=C)(=O)N1[C@H](OC2([C@H]1C)CCN(CC2)C(=O)N([C@@H](C(C)C)C(=O)OC)C)C methyl N-((2R,4R)-3-acryloyl-2,4-dimethyl-1-oxa-3,8-diazaspiro[4.5]decane-8-carbonyl)-N-methyl-L-valinate